1,4-bis-[3-(2-pyridyldithio)propionamido]butane N1=C(C=CC=C1)SSCCC(=O)NCCCCNC(CCSSC1=NC=CC=C1)=O